triacryloyl-tris(2-aminoethyl)amine C(C=C)(=O)C(C(N)(C(C=C)=O)C(C=C)=O)N(CCN)CCN